indolo[1,2-a]benzimidazole C1=C2C=C3NC4=C(N3C2=CC=C1)C=CC=C4